COC[C@H]1C[C@@H](CN1C(C=C)=O)N1N=C(C(=C1NC)C(=O)N)C#CC=1C=C2N=CC=NC2=CC1 1-[(3S,5R)-5-(Methoxymethyl)-1-(prop-2-enoyl)pyrrolidin-3-yl]-5-(methylamino)-3-[2-(quinoxalin-6-yl)ethynyl]pyrazole-4-carboxamide